C(C)(C)(C)C=1C=CC(=C(C1)C1=CC=CC=C1)NC1=CC2=C(SC3=C2C=CC=C3)C=C1 N-(5-(tert-butyl)-[1,1'-biphenyl]-2-yl)dibenzo[b,d]thiophen-2-amine